behenyl eicos-13-enoate C(CCCCCCCCCCCC=CCCCCCC)(=O)OCCCCCCCCCCCCCCCCCCCCCC